Ethyl 4-((2-oxaspiro[3.3]hept-6-yl) amino)-2-chloropyrimidine-5-carboxylate C1OCC12CC(C2)NC2=NC(=NC=C2C(=O)OCC)Cl